[N+](=O)([O-])O[C@@H]1CO[C@H]2[C@@H]1OC[C@@H]2OC(=O)NCC(=O)OC(C)(C)C tert-butyl ((((3S,3aR,6R,6aS)-6-(nitrooxy)hexahydrofuro[3,2-b]furan-3-yl)oxy)carbonyl)glycinate